N=[S@@](=O)(C1=CC=C(C=C1)CC=1C(=NC=2N(C1N1CCCCC1)N=CN2)C)C (S)-imino(methyl)(4-((5-methyl-7-(piperidin-1-yl)[1,2,4]triazolo[1,5-a]pyrimidin-6-yl)methyl)phenyl)-λ6-sulfanone